C(#N)C1=C2C(=NC=C1OC1=CC(=NC=C1)NC(=O)NC)N=C(N2C)NC2=NN1C(C3(CCC1)CC3)=C2 1-(4-((7-cyano-2-((6',7'-dihydro-5'H-spiro[cyclopropane-1,4'-pyrazolo[1,5-a]pyridin]-2'-yl)amino)-1-methyl-1H-imidazo[4,5-b]pyridin-6-yl)oxy)pyridin-2-yl)-3-methylurea